C(C1=CC=CC=C1)N(C1CC2CCC(C1)N2C(=O)OC(C)(C)C)CC2=CC=CC=C2 tert-butyl 3-dibenzylamino-8-azabicyclo[3.2.1]octane-8-carboxylate